(S)-(1-((4-((4-chlorobenzyl)oxy)benzyl)amino)-1-oxobutan-2-yl)carbamic acid tert-butyl ester C(C)(C)(C)OC(N[C@H](C(=O)NCC1=CC=C(C=C1)OCC1=CC=C(C=C1)Cl)CC)=O